N-[3-[6-[(2-Chloro-3-cyano-4-pyridyl)amino]-3-methyl-2-oxo-benzimidazol-1-yl]-1-methyl-propyl]acetamid di-tert-butyl-2,2'-((2-(2-aminoethoxy)ethyl)azanediyl)diacetate C(C)(C)(C)C(C(=O)O)N(C(C(=O)O)C(C)(C)C)CCOCCN.ClC1=NC=CC(=C1C#N)NC=1C=CC2=C(N(C(N2C)=O)CCC(C)NC(C)=O)C1